octachlorotrisiloxane Cl[Si](O[Si](O[Si](Cl)(Cl)Cl)(Cl)Cl)(Cl)Cl